N1(C=CC=C1)C1=CC2=C(N=C(N2)SCCC2=NC=CC(=C2C)OC)C=C1 5-(1H-pyrrol-1-yl)-2-[[(4-methoxy-3-methyl-2-pyridyl)-methyl]methylsulfanyl]benzimidazole